N-[(4-methoxyphenyl)diphenyl-methyl]amine COC1=CC=C(C=C1)C(N)(C1=CC=CC=C1)C1=CC=CC=C1